C(#N)C1CCCCC1 2-Cyanocyclohexan